C(CCC)SNP(N)(N)=O N-(n-butyl)thio-phosphoric triamide